C(C)(C)(C)OC(=O)N1C[C@@H](CCC1)NC=1C2=C(N=CN1)N(C=C2C(=O)C2CC2)COCC[Si](C)(C)C (R)-3-((5-(cyclopropanecarbonyl)-7-((2-(trimethylsilyl)ethoxy)methyl)-7H-pyrrolo[2,3-d]pyrimidin-4-yl)amino)piperidine-1-carboxylic acid tert-butyl ester